octadecyl-amine N-oleoyl-sarcosinate C(CCCCCCC\C=C/CCCCCCCC)(=O)N(C)CC(=O)O.C(CCCCCCCCCCCCCCCCC)N